hexamethyl-hexavinyl-cyclohexasiloxane C[Si]1(O[Si](O[Si](O[Si](O[Si](O[Si](O1)(C=C)C)(C=C)C)(C=C)C)(C=C)C)(C=C)C)C=C